1,2-ditetradecanoyl-sn-glycero-3-phosphoethanolamine C(CCCCCCCCCCCCC)(=O)OC[C@@H](OC(CCCCCCCCCCCCC)=O)COP(=O)(O)OCCN